N[C@H]1[C@@H]2N(C[C@H]1CC2)C(=O)C2=CC1=C(N(C(=N1)C1=CC=3C=CC=4C=CNC4C3N1CC1CC1)C)C(=C2)F ((1R,4R,7R)-7-amino-2-azabicyclo[2.2.1]heptan-2-yl)(2-(1-(cyclopropylmethyl)-1,8-dihydropyrrolo[3,2-g]indol-2-yl)-7-fluoro-1-methyl-1H-benzo[d]imidazol-5-yl)methanone